[Cl-].[Cl-].C(C(C)C)O[Zr+2]OCC(C)C diisobutoxyzirconium dichloride